C(OC1=C(CC(C=C1)([N+](=O)[O-])N)CC1=CC=CC=C1)([O-])=O p-aminobenzyl-p-nitrophenyl carbonate